C(#N)C1=C(C=C(C2=C1CCO2)C2=CC=C(C=C2)OC(F)(F)F)NCC(C(=O)NOC2OCCCC2)=C 2-(((4-Cyano-7-(4-(trifluoromethoxy)phenyl)-2,3-dihydrobenzofuran-5-yl)amino)methyl)-N-((tetrahydro-2H-pyran-2-yl)oxy)acrylamide